3,5-diamino-6-(2,4-dichlorophenyl)-1,2,4-triazine NC=1N=NC(=C(N1)N)C1=C(C=C(C=C1)Cl)Cl